2-methyl-4,5-trimethylene-4-isothiazolin-3-one CN1C(=O)C2=C(S1)CCC2